6-{[(1R)-1-(4-Chlorophenyl)-7-fluoro-1-[(3-hydroxycyclopentyl)oxy]-5-(2-hydroxypropan-2-yl)-3-oxo-2,3-dihydro-1H-isoindol-2-yl]methyl}pyridin-3-carbonitril ClC1=CC=C(C=C1)[C@@]1(N(C(C2=CC(=CC(=C12)F)C(C)(C)O)=O)CC1=CC=C(C=N1)C#N)OC1CC(CC1)O